N1=CN=C(C2=C1NC=C2)C=2C=NN(C2)[C@H](CC(=O)N)C2CCCC2 (R)-3-(4-(7H-pyrrolo[2,3-d]pyrimidin-4-yl)-1H-pyrazol-1-yl)-3-Cyclopentylpropionamide